C(=CC=CCCCCC)Cl nonadien-1-yl chloride